BrCC1=CC=C(C=C1)C=1C(=CC=CC1)C(=O)OC methyl 4'-(bromomethyl)-[1,1'-biphenyl]-2-carboxylate